ClC1=C(C=CC(=C1)\C=C\OC)OCCOC (E)-2-chloro-1-(2-methoxyethoxy)-4-(2-methoxyvinyl)benzene